(2-ethyl-bicyclo[2.2.1]hept-7-yl)cyclohexanol C(C)C1C2CCC(C1)C2C2(CCCCC2)O